OXALAMID C(C(=O)N)(=O)N